2,2,3,3-tetramethyl-4,7,10,13,16,19-hexaoxa-3-silahenicosan-21-ol CC(C)([Si](OCCOCCOCCOCCOCCOCCO)(C)C)C